C(#N)C1=CC=C(C=N1)N1N=NC=2C1=NC=C(C2)C(=O)OC methyl 3-(6-cyanopyridin-3-yl)-3H-[1,2,3]triazolo[4,5-b]pyridine-6-carboxylate